methyl 2',5-dicyano-[1,1'-biphenyl]-2-carboxylate C(#N)C1=C(C=CC=C1)C=1C(=CC=C(C1)C#N)C(=O)OC